(S)-4-(7-(4-cyanopyridin-2-yl)-5-(cyclopropyl-(methyl)amino)-7H-pyrrolo[2,3-d]pyrimidin-4-yl)-3-methylpiperazine-1-carboxylic acid tert-butyl ester C(C)(C)(C)OC(=O)N1C[C@@H](N(CC1)C=1C2=C(N=CN1)N(C=C2N(C)C2CC2)C2=NC=CC(=C2)C#N)C